O[C@@H]1CN(CC1)C1=CC=C2C3(CC=4C(=NOC4C2=C1)NS(=O)(=O)C=1C(=NC=CC1)OC)CC3 (S)-N-(8'-(3-hydroxypyrrolidin-1-yl)-4'H-spiro[cyclopropane-1,5'-naphtho[2,1-d]isoxazol]-3'-yl)-2-methoxypyridine-3-sulfonamide